C1=NC=CC2=C(C=CC=C12)NC1=NC2=C(C=CC=C2C=N1)OC1CCC(CC1)O 4-{[2-(isoquinolin-5-ylamino)quinazolin-8-yl]oxy}cyclohexanol